CN1CCC(=CC1)C=1C=CC(=NC1)[N+](=O)[O-] 5-(1-Methyl-1,2,3,6-tetrahydropyridin-4-yl)-2-nitropyridine